5-(6-chloro-3-((1-(2-cyclopropyl-3,6-dimethyl-4-oxo-4H-chromen-8-yl)ethyl)amino)pyridin-2-yl)-2-formylphenyl trifluoromethanesulfonate FC(S(=O)(=O)OC1=C(C=CC(=C1)C1=NC(=CC=C1NC(C)C=1C=C(C=C2C(C(=C(OC12)C1CC1)C)=O)C)Cl)C=O)(F)F